2-(4-(4,5-dimethoxy-2-(quinoline-3-carboxamido)benzamido)-phenethyl)-6,7-dimethoxy-1,2,3,4-tetrahydroisoquinolin-2-ium COC1=CC(=C(C(=O)NC2=CC=C(CC[NH+]3CC4=CC(=C(C=C4CC3)OC)OC)C=C2)C=C1OC)NC(=O)C=1C=NC2=CC=CC=C2C1